COC1=CC=C(C=C1)/C=C/C(=O)OCCOCCNC(=O)OC(C)(C)C 2-(2-((tert-butoxycarbonyl)amino)ethoxy)ethyl (E)-3-(4-methoxyphenyl)acrylate